7-[[5-[3-[(dimethyl-amino)methyl]morpholin-4-yl]-2-pyridyl]amino]-4-(7-fluoro-imidazo[1,2-a]pyridin-3-yl)isoindolin-1-one CN(C)CC1N(CCOC1)C=1C=CC(=NC1)NC=1C=CC(=C2CNC(C12)=O)C1=CN=C2N1C=CC(=C2)F